C(C)(=O)N1CC[C@@H]2N(C([C@H](C1)NC(=O)C=1C=C3C=CC(=CC3=CC1)P(O)(O)=O)=O)[C@@H](CC2)C(N(C2=CC=CC=C2)C)=O (6-(((5S,8S,10aR)-3-acetyl-8-(methyl(phenyl)carbamoyl)-6-oxodecahydro-pyrrolo[1,2-a][1,5]diazocin-5-yl)carbamoyl)naphthalen-2-yl)phosphonic acid